ClC=1C=C(C(=C(C(=O)NC(=N)SCC)C1COC)F)F 5-chloro-N-(ethylsulfanylcarboimidoyl)-2,3-difluoro-6-(methoxymethyl)benzamide